NC=1C=C(C#N)C=C(C1)S(F)(F)(F)(F)F 3-amino-5-(pentafluorosulfanyl)benzonitrile